6-amino-N-(6-(2,6-dimethylmorpholino)-2-methylpyridin-3-yl)spiro[3.3]heptane-2-carboxamide NC1CC2(CC(C2)C(=O)NC=2C(=NC(=CC2)N2CC(OC(C2)C)C)C)C1